4-(1-{2-[4-(2,3-Dimethylphenyl)piperazin-1-yl]-2-oxoethyl}-1,4,5,6-tetrahydrocyclopenta[c]pyrazol-3-carbonyl)-N,N-dimethylpiperazin-1-sulfonamid CC1=C(C=CC=C1C)N1CCN(CC1)C(CN1N=C(C2=C1CCC2)C(=O)N2CCN(CC2)S(=O)(=O)N(C)C)=O